4-bromo-2-(4-cyclopropylpiperazin-1-yl)-N-(2-(4,4-difluoropiperidin-1-yl)-6-methylpyridin-4-yl)benzamide BrC1=CC(=C(C(=O)NC2=CC(=NC(=C2)C)N2CCC(CC2)(F)F)C=C1)N1CCN(CC1)C1CC1